CC1=C(CC2NC(C(NC(CNC(CNC(CNC(CNC(CN(CC1)C2=O)=O)=O)=O)=O)=O)C)=O)C dimethyl-17-methyl-1,4,7,10,13,16,19-heptaazabicyclo[18.5.1]hexacos-22-ene-3,6,9,12,15,18,26-heptone